C1(=CC=CC=C1)C(=CC1=CC=C(C=C1)C1=CC=CC=C1)C1=CC=CC=C1 4'-(2,2-diphenylvinyl)biphenyl